C[Si](C)(C)CN=NC trimethylsilylazomethane